FC1=C(C=CC(=C1)F)C=1NC2=C(C=C(C=C2C1)NC(C=C)=O)C1=NN(C=C1)C N-(2-(2,4-difluorophenyl)-7-(1-methyl-1H-pyrazol-3-yl)-1H-indol-5-yl)acrylamide